C(C)OC(C(C1=C2N(C=N1)C[C@@H](C2)F)N2N=C1C(=C(C=C(C1=C2)Cl)C2=CC=C(C=C2)CCC2OCCO2)Cl)=O (6-(4-(2-(1,3-dioxolan-2-yl)ethyl)phenyl)-4,7-dichloro-2H-indazol-2-yl)-2-((R)-6-fluoro-6,7-dihydro-5H-pyrrolo[1,2-c]imidazol-1-yl)acetic acid ethyl ester